(6-((5-Chloro-2-((5-ethyl-2-methoxy-4-(7-methyl-2,7-diazaspiro[3.5]non-2-yl)phenyl)amino)pyrimidin-4-yl)amino)-2,3-dimethylphenyl)dimethylphosphine oxide ClC=1C(=NC(=NC1)NC1=C(C=C(C(=C1)CC)N1CC2(C1)CCN(CC2)C)OC)NC2=CC=C(C(=C2P(C)(C)=O)C)C